dibenzyl (((3aS,4R,6R,6aS)-6-(6-(((Z)-(dimethylamino)methylene)amino)-9H-purin-9-yl)-2,2-dimethyltetrahydrofuro[3,4-d][1,3]dioxol-4-yl)methyl) phosphate P(=O)(OCC1=CC=CC=C1)(OCC1=CC=CC=C1)OC[C@H]1O[C@H]([C@H]2OC(O[C@H]21)(C)C)N2C1=NC=NC(=C1N=C2)\N=C/N(C)C